N-methyl-N'-hydroxyethylpiperazine CN1CCN(CC1)CCO